ethyl 7-bromo-1-cyclopropyl-4-oxo-1,4-dihydroquinoline-3-carboxylate Ethyl-(2Z)-2-[(Z)-4-bromo-2-fluorobenzoyl]-3-(dimethylamino)prop-2-enoate C(C)OC(\C(=C/N(C)C)\C(C1=C(C=C(C=C1)Br)F)=O)=O.BrC1=CC=C2C(C(=CN(C2=C1)C1CC1)C(=O)OCC)=O